OC1C(COCC1)CNC(OC(C)(C)C)=O tert-butyl N-[(4-hydroxytetrahydropyran-3-yl)methyl]carbamate